C(C)OC(=O)C=1C(=NC(=NC1C=1OC=CC1)N)NCC1=C(C(=CC=C1Br)OC)OC 2-amino-4-[(6-bromo-2,3-dimethoxy-phenyl)methylamino]-6-(2-furyl)pyrimidine-5-carboxylic acid ethyl ester